C1(=CC=C(C=C1)C=1OCCN1)C=1OCCN1 1,4-phenylene-bis(2-oxazoline)